2-(4-methoxyphenyl)quinazolin-4(3H)-one COC1=CC=C(C=C1)C1=NC2=CC=CC=C2C(N1)=O